CC1CC(CN(C1)CC1CCN(CC1)C)C1=NC2=C(C=CC=C2C=C1)C#N (5-methyl-1-(1-methyl-piperidin-4-ylmethyl)-piperidin-3-yl)-quinoline-8-carbonitrile